(3-methylpyrrolidin-3-yl) 4-[3-(2-methoxy-3-pyridyl)pyrazolo[1,5-a]pyrimidin-5-yl]piperazine-1-carboxylate COC1=NC=CC=C1C=1C=NN2C1N=C(C=C2)N2CCN(CC2)C(=O)OC2(CNCC2)C